CS(=O)(=O)OCCO[C@@H](COCCN1N=CC(=C1)C1=NN(C2=CC=C(C=C12)O[Si](C)(C)C(C)(C)C)C1OCCCC1)C 2-[(1R)-2-[2-[4-[5-[tert-butyl(dimethyl)silyl]oxy-1-tetrahydropyran-2-yl-indazol-3-yl]pyrazol-1-yl]ethoxy]-1-methyl-ethoxy]ethyl methanesulfonate